2-(4-{[(3s,4r)-4-fluoro-1-methylpiperidin-3-yl]amino}pyrido[3,4-d]pyridazin-1-yl)-5-(trifluoromethyl)phenol F[C@H]1[C@H](CN(CC1)C)NC=1N=NC(=C2C1C=NC=C2)C2=C(C=C(C=C2)C(F)(F)F)O